BrC=1C=C2C(=NC1)C[C@]1(C(N(C3=NC=CC=C31)COCC[Si](C)(C)C)=O)C2 (R)-3-bromo-1'-((2-(trimethylsilyl)ethoxy)methyl)-5,7-dihydrospiro[cyclopenta[b]pyridine-6,3'-pyrrolo[2,3-b]pyridine]-2'(1'H)-one